(7R,14R)-10-fluoro-1-hydroxy-11-[2-(2-hydroxypropan-2-yl)pyrimidin-5-yl]-6,7-dihydro-7,14-methanobenzimidazo[1,2-b][2,5]benzodiazocin FC1=CC2=C(C=C1C=1C=NC(=NC1)C(C)(C)O)N1C3=C4C(=CN[C@@H](C1=N2)C3)C=CC=C4O